{4-[(1S)-1-{[(S)-2-methylpropan-2-sulfinyl]amino}ethyl]bicyclo[2.2.1]heptan-1-yl}carbamic acid tert-butyl ester C(C)(C)(C)OC(NC12CCC(CC1)(C2)[C@H](C)N[S@@](=O)C(C)(C)C)=O